4-(3-(cyclopropylmethoxy)-4-(difluoromethoxy)phenyl)pyrrolidine-2-carboxamide tert-butyl-(S)-4-((R)-2-cyano-1-hydroxyethyl)-2,2-dimethyloxazolidine-3-carboxylate C(C)(C)(C)OC(=O)N1C(OC[C@H]1[C@@H](CC#N)O)(C)C.C1(CC1)COC=1C=C(C=CC1OC(F)F)C1CC(NC1)C(=O)N